isobutyric acid ((2S,3R,4R)-4-(3,4-dimethoxybenzyl)-2-(3,4,5-trimethoxyphenyl)-tetrahydrofuran-3-yl)methyl ester COC=1C=C(C[C@@H]2[C@@H]([C@H](OC2)C2=CC(=C(C(=C2)OC)OC)OC)COC(C(C)C)=O)C=CC1OC